6-Benzyl-8-cyclopentyl-2-[5-(3,3-dimethyl-piperazin-1-yl)-pyridin-2-ylamino]-8H-pyrido[2,3-d]pyrimidin-7-one C(C1=CC=CC=C1)C1=CC2=C(N=C(N=C2)NC2=NC=C(C=C2)N2CC(NCC2)(C)C)N(C1=O)C1CCCC1